(E)-N-phenyl-4-(trifluoromethoxy)-N'-((4-(trifluoromethyl)benzoyl)oxy)benzimidamide C1(=CC=CC=C1)N\C(\C1=CC=C(C=C1)OC(F)(F)F)=N\OC(C1=CC=C(C=C1)C(F)(F)F)=O